C(C)NC(C([C@@H](C[C@H]1C(NCC1)=O)NC([C@@H](CC(C)C)NC(=O)C1(C2=CC=CC=C2C=2C=CC=CC12)O)=O)=O)=O N-((R)-1-(((R)-4-(ethylamino)-3,4-dioxo-1-((S)-2-oxopyrrolidin-3-yl)butan-2-yl)amino)-4-methyl-1-oxopentan-2-yl)-9-hydroxy-9H-fluorene-9-carboxamide